C(C)(C)(C)OC(=O)N1C(C(CC1)=O)CC=1N=C(SC1)Br 2-((2-bromo-1,3-thiazol-4-yl)methyl)-3-oxopyrrolidine-1-carboxylic acid tert-butyl ester